[(2R)-2-fluoro-6-methylenetetrahydro-1H-pyrrolizin-7a(5H)-yl]methanol F[C@@H]1CC2(CC(CN2C1)=C)CO